N-[(4-chlorophenyl)methyl]-1-(4-methylphenyl)-5-oxopyrrolidine-3-carboxamid ClC1=CC=C(C=C1)CNC(=O)C1CN(C(C1)=O)C1=CC=C(C=C1)C